CC(C)(C)C(C(=O)O)CCCCC 1,1-Dimethylethyl-heptanoic acid